(3R,7R)-4-((R)-3-amino-4-(2,4,5-trifluorophenyl)butanoyl)-7-methyl-3-(pyridin-2-ylmethyl)-1,4-diazepan-2-one N[C@@H](CC(=O)N1[C@@H](C(N[C@@H](CC1)C)=O)CC1=NC=CC=C1)CC1=C(C=C(C(=C1)F)F)F